CS(=O)(=O)CC=1C=CC=2N(C1)N=CC2 6-(methylsulfonylmethyl)pyrazolo[1,5-a]pyridine